triethoxyoctylsilane ethylhexyl-methoxycinnamate C(C)C1=C(C(=C(C(=O)O)OC)CCCCCC)C=CC=C1.C(C)OC(CCCCCCC[SiH3])(OCC)OCC